ClC=1C(=C(C(=O)OC)C=C(C1)OCCCO)F methyl 3-chloro-2-fluoro-5-(3-hydroxypropoxy)benzoate